FC(C(=O)O)(F)F.COC1=C(CN2C(N(CCC2=O)C=2C=NN3C2C=C(C=C3)CN3C[C@@H](N(CC3)C3CC2(CNC2)C3)C)=O)C=CC(=C1)OC (S)-3-(2,4-dimethoxybenzyl)-1-(5-((3-methyl-4-(2-azaspiro[3.3]heptan-6-yl)piperazin-1-yl)methyl)pyrazolo[1,5-a]pyridin-3-yl)dihydropyrimidine-2,4(1H,3H)-dione trifluoroacetate